CC1C(NC=2N=CN=C(C21)C=2C=C(C=CC2)N2CCN(CC2)C(=O)OC(C)(C)C)=O tert-butyl 4-[3-(5-methyl-6-oxo-5,7-dihydropyrrolo[2,3-d]pyrimidin-4-yl)phenyl]piperazine-1-carboxylate